ClC=1C=2C3=C(C(=[N+](C3=CC1)CC)\C=C\C1=C(C(CC1)=C/C=C\1/N(C3=CC=C(C=4C3=C1C=CC4)Cl)CC)C4=CC=CC=C4)C=CC2 6-chloro-2-[(E)-2-(3-{(E)-2-[6-chloro-1-ethylbenzo[cd]indole-2(1H)-ylidene]ethylidene}-2-phenyl-1-cyclopentene-1-yl)ethenyl]-1-ethylbenzo[cd]-indolium